ClC1=C(C=C(C=C1OC)OC)C1=CC2=C(N=C(N=C2)N[C@@H]2CN[C@@H](C2)CO)N(C1=O)C 6-(2-chloro-3,5-dimethoxyphenyl)-2-(((3S,5S)-5-(hydroxymethyl)pyrrolidin-3-yl)amino)-8-methylpyrido[2,3-d]pyrimidin-7(8H)-one